C(=O)(OC(C)(C)C)N1CCC2(CC(C2)CO)CC1 7-BOC-7-azaspiro[3.5]nonane-2-methanol